5-(1H-Pyrazol-4-yl)-6-(1-{[6-(trifluoromethyl)-3-pyridyl]methyl}-1H-pyrazol-4-yl)-4-pyrimidinylamine N1N=CC(=C1)C=1C(=NC=NC1C=1C=NN(C1)CC=1C=NC(=CC1)C(F)(F)F)N